ClC1=C(C=2N=C(N=C(C2C=N1)N1CCOCC(C1)CCNC(OCC1=CC=CC=C1)=O)OC[C@]12CCCN2C[C@@H](C1)F)F benzyl (2-(4-(7-chloro-8-fluoro-2-(((2R,7aS)-2-fluorotetrahydro-1H-pyrrolizin-7a(5H)-yl)methoxy)pyrido[4,3-d]pyrimidin-4-yl)-1,4-oxazepan-6-yl)ethyl)carbamate